4-isopropyloxazole-2,5-dione C(C)(C)C1=NC(OC1=O)=O